OC(C)C1=C(C=C(C=C1)N)N 1-hydroxyethyl-2,4-diaminobenzene